1-cyclopropyl-4-(3-methoxy-4-((4-(methylamino)-5-(trifluoromethyl)-7H-pyrrolo[2,3-d]pyrimidin-2-yl)amino)phenyl)-1,4-azaphosphinane-4-oxide C1(CC1)N1CCP(CC1)(C1=CC(=C(C=C1)NC=1N=C(C2=C(N1)NC=C2C(F)(F)F)NC)OC)=O